(E)-N-(2-(6-methoxy-2-oxo-2,3-dihydro-1,3-benzoxazol-3-yl)ethyl)-3-(4-chlorophenyl)acrylamide COC1=CC2=C(N(C(O2)=O)CCNC(\C=C\C2=CC=C(C=C2)Cl)=O)C=C1